C(C)C1C(N(C2=CC=CC=C2N1/N=C(/C(=O)OC)\C)C(=O)OC(C)(C)C)C tert-butyl 3-ethyl-4-[(E)-(2-methoxy-1-methyl-2-oxo-ethylidene)amino]-2-methyl-2,3-dihydroquinoxaline-1-carboxylate